4-((tert-butoxycarbonyl)amino)-3-fluoro-2-methylbenzoic acid C(C)(C)(C)OC(=O)NC1=C(C(=C(C(=O)O)C=C1)C)F